OC(C)CC(CC)OC1=C(C=CC=C1)C1=NC(=NC(=N1)C1=CC=CC=C1)C1=CC=CC=C1 2-(2-hydroxy-4-hexyl-oxy)phenyl-4,6-diphenyl-1,3,5-triazine